FC(C1=C(C=C2CCCN(C2=C1)C1=CC=CC(=N1)NC(OC(C)(C)C)=O)C=1C=NN(C1)C)F tert-butyl (6-(7-(difluoromethyl)-6-(1-methyl-1H-pyrazol-4-yl)-3,4-dihydroquinolin-1(2H)-yl)pyridin-2-yl)carbamate